(S)-N-(6-(4-(1-naphthoyl)piperazin-1-yl)-5-acetamido-6-oxohexyl)acrylamide C1(=CC=CC2=CC=CC=C12)C(=O)N1CCN(CC1)C([C@H](CCCCNC(C=C)=O)NC(C)=O)=O